ClC1=C2C(=NC(=C1)C=1C(=NC=CC1)OCC)C(=NN2C(C)C)CO (7-chloro-5-(2-ethoxypyridin-3-yl)-1-isopropyl-1H-pyrazolo[4,3-b]pyridin-3-yl)methanol